The molecule is a butan-4-olide having a (4-chlorophenylsulfonyloxy)methyl group at the 3-position and two methyl substituents at the 5-position. It is a butan-4-olide, an arenesulfonate ester and a member of monochlorobenzenes. CC1(CC(C(=O)O1)COS(=O)(=O)C2=CC=C(C=C2)Cl)C